(1R,3S)-1-(2-bromo-6-(difluoromethoxy)phenyl)-7-chloro-2,3-dihydro-1H-benzo[d]pyrrolo[1,2-a]imidazol-3-ol BrC1=C(C(=CC=C1)OC(F)F)[C@H]1C[C@@H](C=2N1C1=C(N2)C=CC(=C1)Cl)O